[Na].C(C)ON(S=O)OCC diethoxysulfinamide sodium